FC(C1=CC=C(C(=O)O)C=C1)(F)F p-(trifluoromethyl)benzoic acid